CS(=O)(=O)[O-].C(C)N1C=[N+](C=C1)CC 1,3-diethylimidazolium methanesulfonate